indol-1(3H)-ol N1(CCC2=CC=CC=C12)O